O(NC(NNS(=O)(=O)C1=CC=CC=C1)=O)NC(NNS(=O)(=O)C1=CC=CC=C1)=O 4,4'-oxo-bis(phenylsulfonylsemicarbazide)